[(9S)-3-Aminobutyl]tetrahydro-2H-thiopyran-4-ylamine dihydrochloride Cl.Cl.NC(CCNC1CCSCC1)C